9,10-bis(2-phenoxyethoxy)-1,2,3,4-tetrahydroanthracene O(C1=CC=CC=C1)CCOC=1C2=CC=CC=C2C(=C2CCCCC12)OCCOC1=CC=CC=C1